N-[4-(3-chlorophenoxy)-3-sulfamoylphenyl]-2-(5-chloropyridin-2-yl)acetamide ClC=1C=C(OC2=C(C=C(C=C2)NC(CC2=NC=C(C=C2)Cl)=O)S(N)(=O)=O)C=CC1